C(CCCCCCC)OP(S)(OCCCCCCCC)=S di-n-octyldithiophosphoric acid